3-methoxy-4-methyl-benzoyl chloride COC=1C=C(C(=O)Cl)C=CC1C